4-(3-bromo-5-chlorophenyl)oxazol-2-amine BrC=1C=C(C=C(C1)Cl)C=1N=C(OC1)N